COC1=C(C=CC=C1)[C@@H]1[C@H](C1)B1OC(C(O1)(C)C)(C)C |r| racemic-2-((1S,2S)-2-(2-methoxyphenyl)cyclopropyl)-4,4,5,5-tetramethyl-1,3,2-dioxaborolane